FC(CC=1C(=NC(=NC1)N(CC1=CC=C(C=C1)OC)CC1=CC=C(C=C1)OC)OC)F (2,2-difluoroethyl)-4-methoxy-N,N-bis[(4-methoxyphenyl)methyl]pyrimidin-2-amine